[N+](=O)([O-])[O-].[Mg+2].[Ca+2].[N+](=O)([O-])[O-].[N+](=O)([O-])[O-].[N+](=O)([O-])[O-] calcium-magnesium nitrate